ferric sulfide thallium [Tl+].[Fe+]=S